4-((3,8-dimethyl-2,3-dihydro-1H-pyrido[2,3-b][1,4]oxazin-7-yl)amino)-N-(4-(4-((dimethylamino)methyl)-4-hydroxypiperidin-1-yl)-3-fluorophenyl)-2-oxo-1,2-dihydropyridine-3-carboxamide CC1CNC2=C(O1)N=CC(=C2C)NC2=C(C(NC=C2)=O)C(=O)NC2=CC(=C(C=C2)N2CCC(CC2)(O)CN(C)C)F